3-{6-[2-(2-ethoxyethoxy)ethoxy]pyridin-3-yl}-2-[4,7,10-tris(carboxymethyl)-1,4,7,10-tetraazacyclododecan-1-yl]propanoic acid C(C)OCCOCCOC1=CC=C(C=N1)CC(C(=O)O)N1CCN(CCN(CCN(CC1)CC(=O)O)CC(=O)O)CC(=O)O